N-cyclopropyl-2-[3-[(trans)-2-[4-(2-pyrrolidin-1-ylethyl)-2-pyridinyl]vinyl]-1-tetrahydropyran-2-yl-indazol-6-yl]sulfanyl-benzamide S-methyl-thiocarbamate CS=C(N)O.C1(CC1)NC(C1=C(C=CC=C1)SC1=CC=C2C(=NN(C2=C1)C1OCCCC1)\C=C\C1=NC=CC(=C1)CCN1CCCC1)=O